allyltri-iso-propoxysilane C(C=C)[Si](OC(C)C)(OC(C)C)OC(C)C